(S)-(2-hydroxymethyl-2-methyltetrahydropyrrole-1-yl)-3-(2-fluoro-6-hydroxyphenyl)-6,6a,7,8,9,10-hexahydro-12H-pyrazino[2,1-c]pyrido[3,4-f][1,4]oxazepin-12-one OCC1(N(CCC1)C1=NC(=CC2=C1C(N1[C@H](CO2)CNCC1)=O)C1=C(C=CC=C1O)F)C